C(C)(C)(C)OC(NC1=CC=CC=2N(C(N(C21)C)=O)C=2C(=NC(=CC2)OCC2=CC=CC=C2)OCC2=CC=CC=C2)=O Tert-butyl(1-(2,6-bis(benzyloxy)pyridin-3-yl)-3-methyl-2-oxo-2,3-dihydro-1H-benzo[d]imidazol-4-yl)carbamate